2-ethyl-9-(2-n-hexadecyl-2-carboxyethyl)carbonyloxyanthracene C(C)C1=CC2=C(C3=CC=CC=C3C=C2C=C1)OC(=O)CC(C(=O)O)CCCCCCCCCCCCCCCC